FC=1C=CC(=C(C1)CNC(=O)C=1C(=NC2=CC(=CC=C2C1C)C(F)(F)F)OC)OC N-[(5-fluoro-2-methoxy-phenyl)-methyl]-2-methoxy-4-methyl-7-(trifluoromethyl)-quinoline-3-carboxylic acid amide